hydroxy-α-methylene-γ-butyrolactone OC1C(C(=O)OC1)=C